methyl 2-(4-(4-aminopyrimidin-2-yl) phenyl)-2-methylpropionate NC1=NC(=NC=C1)C1=CC=C(C=C1)C(C(=O)OC)(C)C